N-[5-Ethylsulfonyl-6-[3-methyl-6-(trifluoromethyl)imidazo[4,5-c]pyridin-2-yl]-2-pyridyl]-thioacetamid C(C)S(=O)(=O)C=1C=CC(=NC1C1=NC2=C(C=NC(=C2)C(F)(F)F)N1C)NC(C)=S